(3S,4S) and (3R,4R)-7-bromo-2-(4-tert-butyl-3-chlorophenyl)-3-(2,3-dihydro-1,4-benzodioxin-6-yl)-1-oxo-1,2,3,4-tetrahydroisoquinoline-4-carboxylic acid BrC1=CC=C2[C@@H]([C@H](N(C(C2=C1)=O)C1=CC(=C(C=C1)C(C)(C)C)Cl)C1=CC2=C(OCCO2)C=C1)C(=O)O |r|